ClC=1C=C(C#N)C=C(C1N1N=CC=2C=NC(=CC21)NC2=NC=NC(=C2)NC[C@@H](C(F)F)O)Cl (S)-3,5-dichloro-4-(6-((6-((3,3-difluoro-2-hydroxypropyl)amino)pyrimidin-4-yl)amino)-1H-pyrazolo[4,3-c]pyridin-1-yl)benzonitrile